O[C@@H]1[C@H](N(C1)C(=O)O[C@H]1C[C@H](CC1)C1=CC(=NN1)NC(CC1=CC(=NC=C1)OC)=O)C (1R,3S)-3-(3-{[(2-meth-oxypyridin-4-yl)acetyl]-amino}-1H-pyrazol-5-yl)-cyclopentyl (2R,3S)-3-hydroxy-2-methylazetidine-1-carboxylate